C1(CC1)C([C@@H](C(=O)NC1=CC=C(C=C1)C=1C(=NNC1C)C)NC(O[C@@H](CC[C@@H](C)O)C)=O)C1CC1 [(1R,4R)-4-hydroxy-1-methyl-pentyl] N-[(1S)-1-(dicyclopropylmethyl)-2-[4-(3,5-dimethyl-1H-pyrazol-4-yl)anilino]-2-oxo-ethyl]carbamate